4-Amino-7-(difluoromethyl)-1-(4-(1-hydroxyethyl)phenyl)-2-oxo-1,2-dihydro-1,8-naphthyridine-3-carboxylic acid methyl ester COC(=O)C=1C(N(C2=NC(=CC=C2C1N)C(F)F)C1=CC=C(C=C1)C(C)O)=O